4-(4,4,5,5-tetramethyl-1,3,2-dioxaborolan-2-yl)-1-(1-(2,2,2-trifluoroethyl)azetidin-3-yl)-1H-pyrazole CC1(OB(OC1(C)C)C=1C=NN(C1)C1CN(C1)CC(F)(F)F)C